CC1(C(N2N(CCC1)CCC2C2=NC=C(N=C2)C)=O)CC#N 2-[6-Methyl-3-(5-methylpyrazin-2-yl)-5-oxo-1,2,3,7,8,9-hexahydropyrazolo[1,2-a]diazepin-6-yl]acetonitril